N-(2-carbamoyl-4-cyano-6-methyl-phenyl)-5-chloro-2-(3-chloro-2-pyridyl)pyrazole-3-carboxamide C(N)(=O)C1=C(C(=CC(=C1)C#N)C)NC(=O)C=1N(N=C(C1)Cl)C1=NC=CC=C1Cl